ClC1=C(C=CC(=C1)Cl)C(=C)NC(C[2H])=O N-(1-(2,4-dichlorophenyl)ethenyl)acetamide-2-d